(S)-3-(1-(4-(4-(3,5-dimethyl-1-(2-(tetrahydro-2H-pyran-4-yl)ethyl)-1H-pyrazol-4-yl)-5-fluoropyrimidin-2-yl)piperazine-1-carbonyl)-4,5-dihydro-1H-pyrazol-5-yl)-5-fluorobenzonitrile CC1=NN(C(=C1C1=NC(=NC=C1F)N1CCN(CC1)C(=O)N1N=CC[C@H]1C=1C=C(C#N)C=C(C1)F)C)CCC1CCOCC1